C1(CC1)C=1SC(=CN1)C(=O)NC1=C(C=CC(=C1)C(N[C@@H]1[C@H](C[C@H](C1)OC(F)(F)F)O)=O)CC cyclopropyl-N-(2-ethyl-5-{[(1S,2S,4S)-2-hydroxy-4-(trifluoromethoxy)cyclopentyl]carbamoyl}phenyl)-1,3-thiazole-5-carboxamide